(N,N-dimethyl)aminopropyltrimethoxysilane CN(C)CCC[Si](OC)(OC)OC